4-(7-Bromo-11-chloro-5H-benzo[e]pyrrolo[1,2-a][1,4]diazepine-2-yl)benzonitrile BrC1=CC2=C(N=C(C=3N(C2)C=C(C3)C3=CC=C(C#N)C=C3)Cl)C=C1